C(CCCCCCCCCCC(=O)OC1CC(NC(C1)(C)C)(C)C)(=O)OC1CC(NC(C1)(C)C)(C)C bis(2,2,6,6-tetramethyl-4-piperidinyl) dodecandioate